[Br-].CC(CCCCCCCC)=O n-decanone bromide